C(C1=CC=CC=C1)OCCCCCCC(CC(C)(C)S(=O)(=O)C1=CC=C(C=C1)Br)(O)C 10-benzyloxy-2-(4-bromophenyl)sulfonyl-2,4-dimethyl-decan-4-ol